3-{[1-(dimethylamino)cyclopropyl]methoxy}-5-(5-methyl-1,3-thiazol-2-yl)-N-{(1R)-1-[2-(trifluoromethyl)pyrimidin-5-yl]ethyl}benzamide CN(C1(CC1)COC=1C=C(C(=O)N[C@H](C)C=2C=NC(=NC2)C(F)(F)F)C=C(C1)C=1SC(=CN1)C)C